NC1=NC=CC=C1Br 2-amino-3-bromopyridine